C(C)(C)(C)OC(NC=1N=NC=C(C1)C=O)=O N-(5-formyl-pyridazin-3-yl)carbamic acid tert-butyl ester